diethanolamine p-methoxycinnamate COC1=CC=C(C=CC(=O)O)C=C1.N(CCO)CCO